C(OC1=CC=C(C=C1)C(C)(C1=CC=CC=C1)C)(OC1=CC=C(C=C1)C(C)(C1=CC=CC=C1)C)=O bis-[4-(1-methyl-1-phenylethyl) phenyl] carbonate